CC1=C(C=C(C(=C1)SC1=CC(=CC=C1)OCC(F)(F)F)C)N=CN(C)CC N'-(2,5-dimethyl-4-{[3-(2,2,2-trifluoro-ethoxy)phenyl]sulfanyl}phenyl)N-ethyl-N-methylimidoformamide